(R)-3-((5-(imidazo[1,2-a]pyrimidin-6-yl)-4-methoxypyrrolo[2,1-f][1,2,4]triazin-2-yl)amino)-1-methylpyrrolidin-2-one N=1C=CN2C1N=CC(=C2)C=2C=CN1N=C(N=C(C12)OC)N[C@H]1C(N(CC1)C)=O